C1(CCCCC1)C(=C)C=1C=C(C(=C(C1)C)C)C 5-(1-cyclohexyl-vinyl)-1,2,3-trimethylbenzene